C1(=CC=CC=2C3=CC=CC=C3C=CC12)[2H] phenanthrene-d